5-[4-(cyclopent-1-en-1-yl)-3-(difluoromethyl)phenyl]-3,6-dihydro-2H-1,3,4-oxadiazin-2-one C1(=CCCC1)C1=C(C=C(C=C1)C1=NNC(OC1)=O)C(F)F